FC1=CC(=C(C=C1F)NC1=NC(=NC=N1)NC=1C(=CC(=C(C1)NC(C=C)=O)N1[C@H](CC1)CN(C)C)OC)C(C)(CC)O N-(5-(4-(4,5-difluoro-2-(2-hydroxybutan-2-yl)phenyl-amino)-1,3,5-triazin-2-ylamino)-2-((R)-2-((dimethylamino)methyl)azetidin-1-yl)-4-methoxyphenyl)acrylamide